N1CCC2=C(C=CC=C12)N1CCC(CC1)CCO 2-(1-indolin-4-yl-4-piperidyl)ethanol